copper molybdenum salt [Mo].[Cu]